6-((5-(2-(2-aminopyridin-3-yl)-5-phenyl-3H-imidazo[4,5-b]pyridin-3-yl)-6-methylpyridin-2-yl)carbamoyl)spiro[3.3]heptane-2-carboxylic acid NC1=NC=CC=C1C1=NC=2C(=NC(=CC2)C2=CC=CC=C2)N1C=1C=CC(=NC1C)NC(=O)C1CC2(CC(C2)C(=O)O)C1